benzyl (4-((3-bromophenyl)sulfonyl)-2-fluorophenyl)carbamate BrC=1C=C(C=CC1)S(=O)(=O)C1=CC(=C(C=C1)NC(OCC1=CC=CC=C1)=O)F